N6,N6-dibenzyl-3-nitro-pyridine-2,6-diamine C(C1=CC=CC=C1)N(C1=CC=C(C(=N1)N)[N+](=O)[O-])CC1=CC=CC=C1